FC(C(C(C(F)(F)F)(F)F)(F)F)(C=1C=C(N)C=C(C1)C(C(C(C(F)(F)F)(F)F)(F)F)(F)F)F 3,5-bis(perfluorobutyl)aniline